butyl-N-{3-[(1-methylpyrazol-3-yl)amino]propyl}-N-(2-phenylethyl)carbamate C(CCC)OC(N(CCC1=CC=CC=C1)CCCNC1=NN(C=C1)C)=O